4-(4,6-dibromo-3-hydroxy-pyridin-2-yl)-4-oxo-butyric acid ethyl ester C(C)OC(CCC(=O)C1=NC(=CC(=C1O)Br)Br)=O